diphenylethanone C1(=CC=CC=C1)CC(=O)C1=CC=CC=C1